ClC1(C(C(C1)(F)F)(F)Cl)Cl 1,1,2-trichloro-2,3,3-trifluorocyclobutane